(dibenzothiophenyl)(biphenyl) methyl-2-[[6-chloro-3-(4-piperidylamino)-4-quinolyl]amino]benzoate COC(C1=C(C=CC=C1)NC1=C(C=NC2=CC=C(C=C12)Cl)NC1CCNCC1)=O.C1(=CC=CC=2SC3=C(C21)C=CC=C3)C3=C(C=CC=C3)C3=CC=CC=C3